(RS)-5-(4'-chloro-1',2'-dihydrospiro[cyclopropane-1,3'-pyrrolo[2,3-b]pyridin]-5'-yl)-3-methyl-2-oxoindoline-3-carbonitrile ClC1=C2C(=NC=C1C=1C=C3[C@@](C(NC3=CC1)=O)(C#N)C)NCC21CC1 |r|